1-bromo-3-(methoxymethyl)benzene BrC1=CC(=CC=C1)COC